ClC1=CC=C(C=C1)C1=CC=CC=C1 4-chlorobiphenyl